Cl.FC1=C(C=CC=C1)C1=CC(=CN1S(=O)(=O)C=1C=NC=CC1)CNC 1-[5-(2-Fluorophenyl)-1-(pyridin-3-ylsulfonyl)-1H-pyrrol-3-yl]-N-methyl-methylamine hydrochloride